2-(5-chloro-2-ethoxy-3-iodo-4-methylphenyl)-N-((3-chloropyrazin-2-yl)methyl)propanamide ClC=1C(=C(C(=C(C1)C(C(=O)NCC1=NC=CN=C1Cl)C)OCC)I)C